NC1=C2C(=NC=N1)N(N=C2C)C(C)C=2C(=C(C(=C(C2)Cl)Cl)C2CN(C2)CC#N)OC (3-{3-[1-(4-amino-3-methyl-1H-pyrazolo[3,4-d]pyrimidin-1-yl)ethyl]-5,6-dichloro-2-methoxyphenyl}azetidin-1-yl)acetonitrile